2-methyl-9-oxo-11-{3-[(1-oxo-eicosyl) oxy] propyl}-2,8-diaza-5,10-dioxatetradecan-14-yl eicosanoate C(CCCCCCCCCCCCCCCCCCC)(=O)OCCCC(OC(NCCOCCN(C)C)=O)CCCOC(CCCCCCCCCCCCCCCCCCC)=O